N-(2-[1-(6,7-dimethoxyquinazolin-4-yl)azetidin-3-yl]ethyl)acetamide COC=1C=C2C(=NC=NC2=CC1OC)N1CC(C1)CCNC(C)=O